2-(5-bromopyridin-2-yl)-2,2-difluoroacetic acid ethyl ester C(C)OC(C(F)(F)C1=NC=C(C=C1)Br)=O